F[C@@H]1CN(CC[C@@H]1NC1=NN2C(C(=N1)OC)=C(C=C2)C=2C=CC1=C(N(C(=N1)C)CC(F)(F)F)C2)C(CO)=O 1-((3R,4S)-3-fluoro-4-((4-methoxy-5-(2-methyl-1-(2,2,2-trifluoroethyl)-1H-benzo[d]imidazol-6-yl)pyrrolo[2,1-f][1,2,4]triazin-2-yl)amino)piperidin-1-yl)-2-hydroxyethan-1-one